ClC=1C=NC(=NC1)OC1=C(C=C(C=C1C)[N+](=O)[O-])F 5-chloro-2-(2-fluoro-6-methyl-4-nitrophenoxy)pyrimidine